tert-Butyl 3-[4-[4-methylsulfonyl-2-(trifluoromethyl)phenyl]phenyl]azetidine-1-carboxylate CS(=O)(=O)C1=CC(=C(C=C1)C1=CC=C(C=C1)C1CN(C1)C(=O)OC(C)(C)C)C(F)(F)F